(R)-N-(3,3-difluoro-1-(methyl-d3)piperidin-4-yl)-6-fluoro-5-(1-(2-fluoroethyl)-1H-benzo[d][1,2,3]triazol-6-yl)-4-methoxypyrrolo[2,1-f][1,2,4]triazin-7-d-2-amine FC1(CN(CC[C@H]1NC1=NN2C(C(=N1)OC)=C(C(=C2[2H])F)C=2C=CC1=C(N(N=N1)CCF)C2)C([2H])([2H])[2H])F